C(CCCCCCCCC)(=O)SCC[SiH3] 2-decanoylthio-ethyl-silane